(Z)-2-(hex-3-en-1-yl)-2,5,5-trimethylcyclopentan-1-one C(C\C=C/CC)C1(C(C(CC1)(C)C)=O)C